COC(CCS(=O)(=O)Cl)=O.C(#N)C=1C=CC=C2C(=NC(=NC12)C=1N(C=NC1)C)C(=O)N[C@@H]1CC[C@H](CC1)OC 8-cyano-2-(3-methylimidazol-4-yl)-N-[(trans)-4-methoxycyclohexyl]quinazoline-4-carboxamide methyl-3-(chlorosulfonyl)propanoate